3-(adamantan-1-yl)-2-((tert-butoxycarbonyl)amino)propionic acid C12(CC3CC(CC(C1)C3)C2)CC(C(=O)O)NC(=O)OC(C)(C)C